(5Z,9E)-hydroxyfarnesylacetone OCC(=CCCC(=CCCC(=CCCC(C)=O)C)C)C